acetic acid 2-methyl-1-(p-tolyl)-but-3-enyl ester CC(C(C1=CC=C(C=C1)C)OC(C)=O)C=C